ClC=1C=CC=C2C=CC=C(C12)N1CC=2N=C(N=C(C2CC1)N1CCNCC1)OC[C@H]1N(CCC1)C (7R)-7-(8-chloranyl-1-naphthyl)-2-[[(1S,2S)-1-methylpyrrolidin-2-yl]methoxy]-4-piperazin-1-yl-6,8-dihydro-5H-pyrido[3,4-d]pyrimidine